ClC=1C=C2C=C(NC2=CC1)C(=O)N(C)[C@H]1COCC=2NC(C=3C=C(C(=CC3C21)F)F)=O (R)-5-chloro-N-(8,9-difluoro-6-oxo-1,4,5,6-tetrahydro-2H-pyrano[3,4-c]isoquinolin-1-yl)-N-methyl-1H-indole-2-carboxamide